CSC The molecule is a methyl sulfide in which the sulfur atom is substituted by two methyl groups. It is produced naturally by some marine algae. It has a role as a bacterial xenobiotic metabolite, a marine metabolite, an EC 3.5.1.4 (amidase) inhibitor, an algal metabolite and an Escherichia coli metabolite.